COC(=O)C1=C(N=NC(=C1)Cl)Cl 3,6-dichloropyridazine-4-carboxylic acid methyl ester